N',N'-diphenylpropanediamine C1(=CC=CC=C1)N(C(CC)N)C1=CC=CC=C1